methanesulfonic acid Palladium(II) methanesulfonate CS(=O)(=O)[O-].[Pd+2].CS(=O)(=O)O.CS(=O)(=O)[O-]